OC1C=CC(CC2C=CC(O)=CC=2)=CC=1 4,4-methylenediphenol